C(C)(=O)C1=C(C(=C(CCNC(C(=C)C)=O)C(=C1)OC)OC)N N-(4-acetyl-3-amino-2,6-dimethoxyphenethyl)methacrylamide